2,2-bis-[4,4-bis-(4-hydroxyphenyl)-cyclohexyl]propane OC1=CC=C(C=C1)C1(CCC(CC1)C(C)(C)C1CCC(CC1)(C1=CC=C(C=C1)O)C1=CC=C(C=C1)O)C1=CC=C(C=C1)O